6-(3-Dimethylamino-propoxy)-4-(4-fluoro-phenyl)-[2,2']bipyridinyl-5-carbonitrile CN(CCCOC1=C(C(=CC(=N1)C1=NC=CC=C1)C1=CC=C(C=C1)F)C#N)C